OC1=CC=C(C2=C1OCCO2)N2C(CNCC2)O 8-Hydroxy-5-(2-hydroxypiperazin-1-yl)-2,3-dihydro-1,4-benzodioxine